Cl.COC=1C(=NC=CC1)C#N 3-methoxypyridine-2-carbonitrile hydrochloride